C(C)S(=O)(=O)C=1C=C(C=NC1C=1N=C2N(C=NC(=C2)C(F)(F)F)C1)OC(C#N)(C)C 2-[[5-ethylsulfonyl-6-[7-(trifluoromethyl)imidazo[1,2-c]pyrimidin-2-yl]-3-pyridinyl]oxy]-2-methyl-propionitrile